3-acetyl-8-bromo-5-chloro-2-((4-(trifluoromethyl)benzyl)sulfinyl)quinolin-4(1H)-one C(C)(=O)C1=C(NC2=C(C=CC(=C2C1=O)Cl)Br)S(=O)CC1=CC=C(C=C1)C(F)(F)F